iron silicon-titanium [Ti].[Si].[Fe]